5-bromo-2-isobutylbenzo[b]thiophen-4-ol BrC1=C(C2=C(SC(=C2)CC(C)C)C=C1)O